FC1=CC=C(C=C1)SC(C=O)CC1=CC=CC=C1 2-((4-fluorophenyl)thio)-3-phenylpropionaldehyde